5-(3-(2,4-difluoro-3-(methylsulfonylamino)benzoyl)-1H-pyrazolo[3,4-b]pyridin-5-yl)benzoic acid ethyl ester C(C)OC(C1=CC=CC(=C1)C=1C=C2C(=NC1)NN=C2C(C2=C(C(=C(C=C2)F)NS(=O)(=O)C)F)=O)=O